S1C=CC2=C1C=CC(=C2)CCC(C(=O)O)NC(=O)OCC2C1=CC=CC=C1C=1C=CC=CC21 4-(benzothiophen-5-yl)-2-(9H-fluoren-9-ylmethoxycarbonylamino)butanoic acid